COC=1C(=NC=C(C1)C(F)(F)F)N1CCN(CC1)C(=O)OC(C)(C)C 1-Tert-butyl 4-(3-methoxy-5-(trifluoromethyl)pyridin-2-yl)piperazine-1-carboxylate